(R)-2-amino-6-(2-methoxy-4-(pyrrolidin-1-ylmethyl)benzyl)-4-(pentan-2-ylamino)pyrido[4,3-d]pyrimidin-5(6H)-one NC=1N=C(C2=C(N1)C=CN(C2=O)CC2=C(C=C(C=C2)CN2CCCC2)OC)N[C@H](C)CCC